C(#N)/C(/C(=O)OCC)=C\OCC (E)-ethyl 2-cyano-3-ethoxyacrylate